FC1=C(C=CC=C1)C1=NC=CC(=C1)NC1=NC=NC2=CC(=C(C=C12)NC(C=C)=O)O[C@H]1CN(CC1)C (R)-N-(4-((2-(2-fluorophenyl)pyridine-4-yl)amino)-7-((1-methylpyrrolidin-3-yl)oxy)quinazolin-6-yl)acrylamide